4-ethylphenylpropanol C(C)C1=CC=C(C=C1)C(CC)O